O[C@@H]1CO[C@@H]([C@H]1O)CO (2R,3R,4S,5R)-3,4-dihydroxy-5-(hydroxymethyl)tetrahydrofuran